CC1=C(CC1)C 1,2-dimethylcyclobutene